(R)-8-(7-Chloro-10-(3-(4-chloro-3,5-dimethylphenoxy)propyl)-4-methyl-1-oxo-6-(1,3,5-trimethyl-1H-pyrazol-4-yl)-3,4-dihydropyrazino[1,2-a]indol-2(1H)-yl)quinoline-3-carboxylic Acid ClC=1C=CC=2C(=C3N(C2C1C=1C(=NN(C1C)C)C)[C@@H](CN(C3=O)C=3C=CC=C1C=C(C=NC31)C(=O)O)C)CCCOC3=CC(=C(C(=C3)C)Cl)C